CO[C@@H]1CC[C@H](CC1)CN1C2=C(NCC1=O)N=CC(=N2)C=2C(=CC(=NC2)C(=O)N)C 5-(8-((trans-4-methoxycyclohexyl)methyl)-7-oxo-5,6,7,8-tetrahydropyrazino[2,3-b]pyrazin-2-yl)-4-methylpicolinamide